C(C)OC(=O)C1=C(N(C=2C1=NC=CC2C2=CC=CC=C2)C)C2=CC=CC=C2 1-methyl-2,7-diphenyl-1H-pyrrolo[3,2-b]Pyridine-3-carboxylic acid ethyl ester